N1(CCC1)C1=NC=CC=C1C1C=2N(C3=CC=CC=C3N1)C=CC2 4-(2-(Azetidin-1-yl)pyridin-3-yl)-4,5-dihydropyrrolo[1,2-a]quinoxaline